tert-butyl 4-((4-((3-(2,3-difluoro-4-methoxyphenyl)imidazo[1,2-a]pyrazin-8-yl)amino)-2-ethylbenzamido)methyl)piperidine-1-carboxylate FC1=C(C=CC(=C1F)OC)C1=CN=C2N1C=CN=C2NC2=CC(=C(C(=O)NCC1CCN(CC1)C(=O)OC(C)(C)C)C=C2)CC